C(#N)[C@H]1C[C@H](N(C1)C(=O)OC(C)(C)C)C(N[C@H]1CN([C@H](C1)C(=O)OC)C(C(C)C)=O)=O tert-butyl (2S,4S)-4-cyano-2-(((3R,5R)-1-isobutyryl-5-(methoxycarbonyl)pyrrolidin-3-yl)carbamoyl)pyrrolidine-1-carboxylate